COC1=CC=C(C=N1)C1=C(C=2C(=NC=C3C2N(C(N3C)=O)C3CCOCC3)N1)C=1C=C3C=NN(C3=CC1)C 7-(6-Methoxypyridin-3-yl)-3-methyl-8-(1-methyl-1H-indazol-5-yl)-1-(tetrahydro-2H-pyran-4-yl)-3,6-dihydroimidazo[4,5-d]pyrrolo[2,3-b]pyridin-2(1H)-one